[N+](=O)([O-])C1=CC=C(OC(=O)OC2CC3(C2)CC(C3)C(=O)OC)C=C1 methyl 2-(4-nitrophenoxy)carbonyloxyspiro[3.3]heptane-6-carboxylate